4-methyl-3-(methylsulfonyl)-N-((2-(6-((2-(trifluoromethyl)piperidin-4-yl)oxy)pyridin-2-yl)-1,6-naphthyridin-7-yl)methyl)benzamide CC1=C(C=C(C(=O)NCC2=NC=C3C=CC(=NC3=C2)C2=NC(=CC=C2)OC2CC(NCC2)C(F)(F)F)C=C1)S(=O)(=O)C